(S)-(5-(pyridin-2-ylsulfonyl)-3,4,5,6-tetrahydropyrrolo[3,4-c]pyrrol-2(1H)-yl)(tetrahydro-2H-pyran-3-yl)methanone N1=C(C=CC=C1)S(=O)(=O)N1CC2=C(C1)CN(C2)C(=O)[C@@H]2COCCC2